C(C=C)(=O)OCCC[Si](Cl)(Cl)C 3-acryloxypropyl-methyl-dichlorosilane